imino(methyl)(3-nitrophenyl)-λ6-sulfanone N=S(=O)(C1=CC(=CC=C1)[N+](=O)[O-])C